CC=1C=C(C(=O)O)C=CC1C1=CC=C(C=C1)OC(C)=O 3-methyl-4-(4-acetoxyphenyl)benzoic acid